tert-butyl (S)-2-((5-chloro-2,4-difluorophenyl) aminocarbonyl)-4-cyclopropyl-2,5-dihydro-1H-pyrrole-1-carboxylate ClC=1C(=CC(=C(C1)NC(=O)[C@H]1N(CC(=C1)C1CC1)C(=O)OC(C)(C)C)F)F